tert-butyl N-[(3R)-5-[(4-chlorophenyl)methyl]-8-fluoro-1,4-dioxo-7-[5-(1,2,2,2-tetrafluoro-1-methoxy-ethyl)-1,2,4-oxadiazol-3-yl]-2,3-dihydro-1λ4,5-benzothiazepin-3-yl]carbamate ClC1=CC=C(C=C1)CN1C([C@H](CS(C2=C1C=C(C(=C2)F)C2=NOC(=N2)C(C(F)(F)F)(OC)F)=O)NC(OC(C)(C)C)=O)=O